C(C1=CC=CC=C1)OC1=C2C(=C(N(C2=CC=C1F)CC1=C(C=CC=C1)F)C(COC)(C)C)C1=CC=C(C(=O)O)C=C1 4-[4-benzyloxy-5-fluoro-1-[(2-fluorophenyl)methyl]-2-(2-methoxy-1,1-dimethyl-ethyl)indol-3-yl]benzoic acid